yttrium acetate salt C(C)(=O)[O-].[Y+3].C(C)(=O)[O-].C(C)(=O)[O-]